CC=1CC(OCC1)CCCCCCCCC 4-methyl-2-nonyl-3,6-dihydro-2H-pyran